(4-(5-(piperidin-4-ylmethyl)-3,4,5,6-tetrahydropyrrolo[3,4-c]pyrrol-2(1H)-yl)pyrimidin-5-yloxy)benzamide N1CCC(CC1)CN1CC2=C(C1)CN(C2)C2=NC=NC=C2OC2=C(C(=O)N)C=CC=C2